C(C)(C)(C)OC(=O)NC=1C=C(C=CC1)SC1=CC=C(C=C1)C(S(=O)(=O)[O-])O.[Na+] sodium (4-((3-((tert-butoxycarbonyl)amino)phenyl)thio) phenyl)(hydroxy)methanesulfonate